tert-butyl 3-(benzyloxycarbonylamino)-3,6-dihydro-2H-pyridine-1-carboxylate C(C1=CC=CC=C1)OC(=O)NC1CN(CC=C1)C(=O)OC(C)(C)C